C1(CC1)NC(=O)C1=NC(=NC(=C1OC)C1=CC(=CC=C1)C1=NN(C=C1)C)N1CCOCC1 N-cyclopropyl-5-methoxy-6-(3-(1-methyl-1H-pyrazol-3-yl)phenyl)-2-morpholinopyrimidine-4-carboxamide